(2-tetrahydropyranyloxy)-2-((2-tetrahydropyranyloxy)methyl)-6-(4-chloro-3-(4-ethoxybenzyl)phenyl)cyclohexanone O1C(CCCC1)OC1(C(C(CCC1)C1=CC(=C(C=C1)Cl)CC1=CC=C(C=C1)OCC)=O)COC1OCCCC1